C1(=CC=CC=C1)C1=CC=CC2=CC=C3C=C4C=CC=CC4=CC3=C12 phenyltetraphene